BrC1=CC=C(OCC2COCC=3N(N=CC32)CC3=CC=C(C=C3)OC)C=C1 4-((4-bromophenoxy)methyl)-1-(4-methoxybenzyl)-1,4,5,7-tetrahydropyrano[3,4-c]pyrazole